(1r,3r)-3-((5-(cinnolin-6-yl)-7H-pyrrolo[2,3-d]pyrimidin-2-yl)amino)-N,N,1-trimethylcyclobutane-1-carboxamide N1=NC=CC2=CC(=CC=C12)C1=CNC=2N=C(N=CC21)NC2CC(C2)(C(=O)N(C)C)C